3-((3-fluorophenyl)amino)benzo[d]isothiazole 1,1-dioxide FC=1C=C(C=CC1)NC1=NS(C2=C1C=CC=C2)(=O)=O